((2-allyl-4-fluorophenyl)amino)-2-(trifluoromethyl)isonicotinic acid C(C=C)C1=C(C=CC(=C1)F)NC1=C(C(=O)O)C=CN=C1C(F)(F)F